2-(((6-cyclopropyl-8-(2-oxo-3-tritylimidazolidin-1-yl)imidazo[1,2-a]pyridin-2-yl)methyl)carbamoyl)benzoic acid C1(CC1)C=1C=C(C=2N(C1)C=C(N2)CNC(=O)C2=C(C(=O)O)C=CC=C2)N2C(N(CC2)C(C2=CC=CC=C2)(C2=CC=CC=C2)C2=CC=CC=C2)=O